ClC1=C(C(=C(C=C1OC)OC)Cl)N1C(N(C2=C(C1)C=NC(=N2)N[C@@H]2COCC[C@@H]2NC(C=C)=O)CC)=S N-((3S,4S)-3-((6-(2,6-Dichloro-3,5-dimethoxyphenyl)-8-ethyl-7-thioxo-5,6,7,8-tetrahydropyrimido[4,5-d]pyrimidin-2-yl)amino)tetrahydro-2H-pyran-4-yl)acrylamide